C(C)(C)(C)OC(NCCOCCN1C(NC(C2=C1C(=CN2)C)=O)=S)=O (2-(2-(7-methyl-4-oxo-2-thioxo-2,3,4,5-tetrahydro-1H-pyrrolo[3,2-d]pyrimidin-1-yl)ethoxy)ethyl)carbamic acid tert-butyl ester